C1(=CC=CC=C1)C#CC#CC1=CC=CC=C1 1,4-diphenylbuta-1,3-diyne